3-endo-(8-{2-[(4,4-difluorocyclohexylmethyl)-(2-methanesulfonylacetyl)amino]ethyl}-8-azabicyclo[3.2.1]oct-3-yl)-benzamide TFA salt OC(=O)C(F)(F)F.FC1(CCC(CC1)CN(CCN1C2CC(CC1CC2)C=2C=C(C(=O)N)C=CC2)C(CS(=O)(=O)C)=O)F